(P)-6-(benzylthio)-1-(4-bromo-5-chloro-2-methoxyphenyl)quinolin-2(1H)-one C(C1=CC=CC=C1)SC=1C=C2C=CC(N(C2=CC1)C1=C(C=C(C(=C1)Cl)Br)OC)=O